NCCCCCCNCCCCCCN N-(6-aminohexyl)-1,6-hexanediamine